Cl.O[C@@H]1C[C@@H](NC1)C(C)NC(=O)C1=CN(CCS1)C1=C2C(=NC=C1)NC=C2 N-(1-((2R,4R)-4-hydroxypyrrolidin-2-yl)ethyl)-4-(1H-pyrrolo[2,3-b]pyridin-4-yl)-3,4-dihydro-2H-1,4-thiazine-6-carboxamide hydrochloride